(2R,3S)-2-((E)-3-(6-bromo-7-nitro-1H-benzo[d]imidazol-1-yl)prop-1-en-1-yl)piperidin-3-ol dihydrochloride Cl.Cl.BrC=1C=CC2=C(N(C=N2)C/C=C/[C@H]2NCCC[C@@H]2O)C1[N+](=O)[O-]